CC(C)(CCCCCCCC)OC(CCCCCCCC(CCCCCCCC(=O)OC(CCCCCCCC)CCCCCCCC)=O)=O 9-oxo-heptadecanedioic acid 1-(heptadecane-9-yl) 17-(2-methyldec-2-yl) ester